2-([[2-(3-chlorophenyl)pyridin-3-yl]methyl](methyl)amino)-5-methoxy-1-methyl-N-(1,2-oxazol-4-yl)-6-oxopyrimidine-4-carboxamide ClC=1C=C(C=CC1)C1=NC=CC=C1CN(C=1N(C(C(=C(N1)C(=O)NC=1C=NOC1)OC)=O)C)C